5-tert-butyl-4-methyl-4-hydroxybenzyl ketone C(C)(C)(C)C=1C(CC=C(CC(=O)CC2=CCC(C(=C2)C(C)(C)C)(C)O)C1)(O)C